N-((2,6-dihydroxy-5'-methyl-4-pentyl-2'-(prop-1-en-2-yl)-[1,1'-biphenyl]-3-yl)sulfonyl)-3-oxobutanamide OC1=C(C(=CC(=C1S(=O)(=O)NC(CC(C)=O)=O)CCCCC)O)C1=C(C=CC(=C1)C)C(=C)C